FC(C(C(C(F)(F)F)(F)F)(F)F)(C1=CC=C(N)C=C1)F 4-(perfluorobutyl)aniline